C(C)(C)OC=1C=CC(=NC1)C1=NSC(=N1)N(C)C1=NC=CC=C1C(C)C 3-(5-isopropoxypyridin-2-yl)-N-(3-isopropylpyridin-2-yl)-N-methyl-1,2,4-thiadiazol-5-amine